1-tertiary butyl-3,4-dibromopyrrole C(C)(C)(C)N1C=C(C(=C1)Br)Br